N-[(1R,3S)-3-{[6-chloro-2-(trifluoromethyl)quinolin-4-yl]amino}cyclohexyl]-1-propyl-1H-pyrazole-4-carboxamide ClC=1C=C2C(=CC(=NC2=CC1)C(F)(F)F)N[C@@H]1C[C@@H](CCC1)NC(=O)C=1C=NN(C1)CCC